FC(OC1=CC(=NN1)NC1=NC(=CN=C1)O[C@@H]1[C@H]([C@@H]2CC[C@H](C1)N2C)C)F N-(5-(difluoromethoxy)-1H-pyrazol-3-yl)-6-(((1S,2S,3S,5R)-2,8-dimethyl-8-azabicyclo[3.2.1]octan-3-yl)oxy)pyrazin-2-amine